3-(5-((4-(6-(5-((R)-2-(2,5-difluorophenyl)pyrrolidin-1-yl)pyrazolo[1,5-a]pyrimidin-3-yl)pyridin-2-yl)piperazin-1-yl)methyl)-1-oxoisoindolin-2-yl)piperidine-2,6-dione FC1=C(C=C(C=C1)F)[C@@H]1N(CCC1)C1=NC=2N(C=C1)N=CC2C2=CC=CC(=N2)N2CCN(CC2)CC=2C=C1CN(C(C1=CC2)=O)C2C(NC(CC2)=O)=O